(1S,3S)-3-((6-(1-methyl-5-(((pentyl-oxy)carbonyl)amino)-1H-1,2,3-triazol-4-yl)pyridin-3-yl)oxy)cyclohexane-1-carboxylic acid CN1N=NC(=C1NC(=O)OCCCCC)C1=CC=C(C=N1)O[C@@H]1C[C@H](CCC1)C(=O)O